(1S,3aS,6aR)-N-((R)-1-cyano-2-((S)-2-oxopiperidin-3-yl)ethyl)-5,5-difluoro-2-(9-hydroxy-9H-fluorene-9-carbonyl)octahydrocyclopenta[c]pyrrole-1-carboxamide C(#N)[C@@H](C[C@H]1C(NCCC1)=O)NC(=O)[C@H]1N(C[C@@H]2[C@H]1CC(C2)(F)F)C(=O)C2(C1=CC=CC=C1C=1C=CC=CC21)O